(3'R,5'S)-tert-Butyl 5'-fluoro-2-oxo-1,3'-bipiperidine-1'-carboxylate F[C@H]1C[C@H](CN(C1)C(=O)OC(C)(C)C)N1C(CCCC1)=O